COC1=CC=C2C=NN(C2=C1NS(=O)(=O)C=1C=NN(C1)C1=CC(=NC=C1)C(F)(F)F)C N-(6-METHOXY-1-METHYL-1H-INDAZOL-7-YL)-1-(2-(TRIFLUOROMETHYL)PYRIDIN-4-YL)-1H-PYRAZOLE-4-SULFONAMIDE